tert-butyl (2S)-2-[[(2S)-2-[benzyloxycarbonyl(methyl)amino]-2-(4-hydroxy-3-iodo-phenyl)acetyl]amino]propanoate C(C1=CC=CC=C1)OC(=O)N([C@H](C(=O)N[C@H](C(=O)OC(C)(C)C)C)C1=CC(=C(C=C1)O)I)C